C(CC)C1=NC(=NO1)C=1C=C(CON=C(C)C2=C(C(=C(C=C2)O)O)F)C=CC1 (2-fluoro-3,4-dihydroxyphenyl)ethane-1-one O-(3-(5-propyl-1,2,4-oxadiazol-3-yl)benzyl) oxime